C(=O)(O)C1=CC=CC(=N1)CN1CCOCCOCCN(CCOCCOCC1)CC1=CC(=CC(=N1)C(=O)O)N=C=S 6-[[16-[(6-carboxypyridin-2-yl)methyl]-1,4,10,13-tetraoxa-7,16-diazacyclooctadec-7-yl]methyl]-4-isothiocyanatopyridine-2-carboxylic acid